C(C)OC1=C(C=C(C(=C1)CC)OC)C=1C=NC=CC1 3-(2-ethoxy-4-ethyl-5-methoxyphenyl)pyridine